BrC=1C=C(C=C2CCC(C12)CC(CO)O)F 3-(7-bromo-5-fluoro-2,3-dihydro-1H-inden-1-yl)propane-1,2-diol